1-[3-Fluoro-5-(2,2,2-trifluoro-1-methyl-ethoxy)-benzyl]-3-spiro[3.3]hept-2-yl-urea FC=1C=C(CNC(=O)NC2CC3(C2)CCC3)C=C(C1)OC(C(F)(F)F)C